N1CCNC2=C1C=CC=N2 TETRAHYDROPYRIDOPYRAZINE